C(CCC)OC(N(CC(=C)C#N)C1=C(C=CC2=CC=C(C=C12)Br)C)=O.[Si](C)(C)(C(C)(C)C)O[C@@H]([C@H](CC=O)OC1CCCC1)C1=CC(=C(C(=C1)OC)C)OC (3S,4R)-4-((tert-butyldimethylsilyl)oxy)-3-(cyclopentyloxy)-4-(3,5-dimethoxy-4-methylphenyl)butanal butyl-(7-bromo-2-methylnaphthalen-1-yl)(2-cyanoallyl)carbamate